ethyl 2-(4-(4,6-difluoro-1H-indole-2-carbonyl)piperazin-1-yl)-2-oxoacetate FC1=C2C=C(NC2=CC(=C1)F)C(=O)N1CCN(CC1)C(C(=O)OCC)=O